C(C)(C)(C)NC(COC1=CC(=CC=C1)C1=NC2=CC=C(C=C2C(=N1)NC=1C=NN(C1)C)OCCOC)=O N-(tert-Butyl)-2-(3-(6-(2-methoxyethoxy)-4-((1-methyl-1H-pyrazol-4-yl)amino)quinazolin-2-yl)phenoxy)acetamide